O[C@@H]1[C@H](S[C@H]([C@@H]1O)N1C2=NC(=NC(=C2N=C1)NCC1=NC=CC(=C1)C)C=1C=NC=C(C1)C)C(=O)NC (2S,3S,4R,5R)-3,4-dihydroxyl-N-meth-yl-5-(6-(((4-methylpyridin-2-yl)meth-yl)amino)-2-(5-methylpyridin-3-yl)-9H-purin-9-yl)tetrahydrothiophen-2-formamide